ClC1=CSC=2N1C(C(=CC2)C2=CC(=CC=C2)F)=O 3-chloro-6-(3-fluorophenyl)-5H-thiazolo[3,2-a]Pyridin-5-one